7-(1-Ethyl-1,2,3,6-tetrahydropyridin-4-yl)-5-fluoro-3-(7-fluoro-2-methyl-2H-indazol-5-yl)cinnoline hydrochloride Cl.C(C)N1CCC(=CC1)C1=CC(=C2C=C(N=NC2=C1)C1=CC2=CN(N=C2C(=C1)F)C)F